3-bromo-9-(4,6-diphenyl-1,3,5-triazin-2-yl)-9H-carbazole BrC=1C=CC=2N(C3=CC=CC=C3C2C1)C1=NC(=NC(=N1)C1=CC=CC=C1)C1=CC=CC=C1